CN1CC(C1)(C)[C@@](C=1C=C(C=NC1)CCC(C)(O)C1=NN(C=C1)C)(C1=CC=C(C=C1)C(C)C)O 4-{5-[(R)-(1,3-Dimethyl-azetidin-3-yl)-hydroxy-(4-isopropyl-phenyl)-methyl]-pyridin-3-yl}-2-(1-methyl-1H-pyrazol-3-yl)-butan-2-ol